C(C)(C)(C)OC(=O)NC1=NN2C(N=C(C=C2)C#C[Si](C)(C)C)=C1C(=O)OCC ethyl 2-((tert-butoxycarbonyl)amino)-5-((trimethylsilyl)ethynyl)pyrazolo[1,5-a]pyrimidine-3-carboxylate